gamma-glutamyl-S-allyl-L-cysteine N[C@@H](CCC(=O)N[C@@H](CSCC=C)C(=O)O)C(=O)O